ClC=1C=C(C=CC1F)NC(N([C@H](C)C1=CNC(C2=CC=CC=C12)=O)CCCC#N)=O |r| Racemic-3-(3-chloro-4-fluorophenyl)-1-(3-cyanopropyl)-1-(1-(1-oxo-1,2-dihydroisoquinolin-4-yl)ethyl)urea